C1(=CC=CC=C1)CCC=CC1=CC=C(C=C1)C(F)(F)F 1-(4-phenyl-1-buten-1-yl)-4-(trifluoromethyl)benzene